4-(1'-(4-((3-(2,6-dioxopiperidin-3-yl)-1-methyl-1H-indazol-6-yl)oxy)benzyl)-[4,4'-bipiperidin]-1-yl)-2-((S)-1-(3-ethoxy-4-methoxyphenyl)-2-(methyl-sulfonyl)ethyl)isoindoline-1,3-dione O=C1NC(CCC1C1=NN(C2=CC(=CC=C12)OC1=CC=C(CN2CCC(CC2)C2CCN(CC2)C2=C3C(N(C(C3=CC=C2)=O)[C@H](CS(=O)(=O)C)C2=CC(=C(C=C2)OC)OCC)=O)C=C1)C)=O